C(C)(=O)C1=C(NC2=C(C=CC(=C2C1=O)Cl)Br)S(=O)CC1=CC=C(C=C1)[N+](=O)[O-] 3-acetyl-8-bromo-5-chloro-2-((4-nitrobenzyl)sulfinyl)quinolin-4(1H)-one